C(CC)O[Si](OC)(OC)OC propyl-trimethoxysilanol